ClC1=NC(=NN2C1=C(C(=C2)C=2C=NC=CC2)C2=NC=CC=C2)C=2N(C=CN2)C chloro-2-(1-methyl-1H-imidazol-2-yl)-5-(pyridin-2-yl)-6-(pyridin-3-yl)pyrrolo[2,1-F][1,2,4]triazine